BrC1=C(OCCCNC(OC(C)(C)C)=O)C=CC=C1OC tert-butyl (3-(2-bromo-3-methoxyphenoxy)propyl)carbamate